gamma-glycidoxypropyl-tris(methoxyethoxy)silane C(C1CO1)OCCC[Si](OCCOC)(OCCOC)OCCOC